4-selenocyanobutyramide [Se](C#N)CCCC(=O)N